O-((5-fluoropyridin-3-yl)methyl)-L-serine FC=1C=C(C=NC1)COC[C@H](N)C(=O)O